(benzyloxy)-3-fluoro-2-nitrobenzene C(C1=CC=CC=C1)OC1=C(C(=CC=C1)F)[N+](=O)[O-]